C(C)(C)(C)C1=C(C(=C(C=C1)C(C)C)C(C)C)C(C)(C)C di-tert-butyl-diisopropyl-benzene